2-FLUORONAPHTHALENE-3-CARBOXALDEHYDE FC1=CC2=CC=CC=C2C=C1C=O